CC(C)(CC(C)(C)C)C1=CC=C(OCCO)C=C1 2-(4-(2,4,4-trimethylpentane-2-yl)phenoxy)ethan-1-ol